(Z)-6-nonen-1-al dimethyl acetal COC(CCCC\C=C/CC)OC